N-((1-(2-amino-2-oxoethyl)piperidin-4-yl)methyl)-4-((3-(2,3-difluoro-4-(3-methyl-1H-pyrazol-4-yl)phenyl)imidazo[1,2-a]pyrazin-8-yl)amino)-2-ethylbenzamide NC(CN1CCC(CC1)CNC(C1=C(C=C(C=C1)NC=1C=2N(C=CN1)C(=CN2)C2=C(C(=C(C=C2)C=2C(=NNC2)C)F)F)CC)=O)=O